OC1=CC=C(C=C1)C1=CC(=CC(=C1)C1=CC=C(C=C1)O)C1=CC=C(C=C1)O 1,3,5-tris-(4-hydroxyphenyl)-benzene